N1=C(C=CC=C1)OC=1C=C(C=CC1)O 3-(pyridin-2-yloxy)phenol